CCCCCC(=O)CC The molecule is a dialkyl ketone that is octane in which the two methylene protons at position 3 have been replaced by an oxo group. It has a role as a human urinary metabolite, an insect attractant, a fungal metabolite, an antifeedant, a plant metabolite and a biomarker. It derives from a hydride of an octane.